CC=1C=C(C=NC1N1CC=2C=C(C=NC2CC1)C=1C=NC=CC1)C#N 5-methyl-6-[3-(3-pyridyl)-7,8-dihydro-5H-1,6-naphthyridin-6-yl]pyridine-3-carbonitrile